1-(4-((6-((3r,4r)-4-(3,4-dihydroisoquinolin-2(1H)-yl)-3-hydroxypiperidin-1-carbonyl)-2-(4-methylpiperazin-1-yl)pyrimidin-4-yl)amino)piperidin-1-yl)ethan-1-one C1N(CCC2=CC=CC=C12)[C@H]1[C@@H](CN(CC1)C(=O)C1=CC(=NC(=N1)N1CCN(CC1)C)NC1CCN(CC1)C(C)=O)O